4-benzenediacryloyl chloride C1(=CC=C(C=C1)C=CC(=O)Cl)C=CC(=O)Cl